(3S)-3-[4-(trifluoromethyl)phenyl]morpholine FC(C1=CC=C(C=C1)[C@@H]1NCCOC1)(F)F